C[Si](C)(C)P([Si](C)(C)C)C(C)P([Si](C)(C)C)[Si](C)(C)C bis(bis(trimethylsilyl)phosphino)ethane